2-(3,3-difluoro-2-(3,4,5-trimethoxyphenyl)allyl)-1,3-dioxolane FC(=C(CC1OCCO1)C1=CC(=C(C(=C1)OC)OC)OC)F